ethyl 2-(3-(3-((6-(cyclopropanecarboxamido)-3-((methyl-d3)carbamoyl)pyridazin-4-yl)amino)-2-methoxyphenyl)-1,2,4-oxadiazol-5-yl)acetate C1(CC1)C(=O)NC1=CC(=C(N=N1)C(NC([2H])([2H])[2H])=O)NC=1C(=C(C=CC1)C1=NOC(=N1)CC(=O)OCC)OC